C(C=C)(=O)N1C[C@@H](N(CC1)C1=NC(N2C3=C(C(=C(C=C13)C(F)(F)F)C1=C(C=C(C(=C1)F)F)F)SC[C@@H]2COCOC)=O)C (3S)-7-((S)-4-acryloyl-2-methylpiperazin-1-yl)-3-((methoxymethoxy)methyl)-9-(trifluoromethyl)-10-(2,4,5-trifluorophenyl)-2H-[1,4]thiazino[2,3,4-ij]quinazolin-5(3H)-one